FC(OC1=C(C=C(C=C1)C1BOOC1)CNC)F 1-(2-(difluoromethoxy)-5-(4,5-dioxaborolan-2-yl)phenyl)-N,N-dimethylamine